(S)-N-(2-(3,4-dimethylpiperazin-1-yl)-4-fluoro-5-(4,4,5,5-tetramethyl-1,3,2-dioxaborolan-2-yl)phenyl)-4-fluoro-2-(trifluoromethyl)benzamide C[C@H]1CN(CCN1C)C1=C(C=C(C(=C1)F)B1OC(C(O1)(C)C)(C)C)NC(C1=C(C=C(C=C1)F)C(F)(F)F)=O